(1R,3S,5R)-N-(6-bromo-3-methylpyridin-2-yl)-2-(2-(3-(1-hydroxyethyl)-7-methyl-5-(2-methylpyrimidin-5-yl)-1H-indazol-1-yl)acetyl)-5-methyl-2-azabicyclo[3.1.0]hexane-3-carboxamide BrC1=CC=C(C(=N1)NC(=O)[C@H]1N([C@@H]2C[C@@]2(C1)C)C(CN1N=C(C2=CC(=CC(=C12)C)C=1C=NC(=NC1)C)C(C)O)=O)C